NC=1N=CC2=C(N1)C(=NC(=C2)[C@@]2(C(=O)OCC)CC=CC=C2)Cl ethyl (R)-1-(2-amino-8-chloropyrido[3,4-d]pyrimidin-6-yl)benzoate